FC(OC=1C=CC(=NC1)N1CC[C@@H]2CN(CC[C@@H]21)C2=C(C(N(C1=CC=C(N=C21)Cl)C)=O)C#N)(F)F 4-[(3aR,7aS)-1-[5-(trifluoromethoxy)-2-pyridyl]-3,3a,4,6,7,7a-hexahydro-2H-pyrrolo[3,2-c]pyridin-5-yl]-6-chloro-1-methyl-2-oxo-1,5-naphthyridine-3-carbonitrile